C1(CCCC1)C(C(=O)[O-])(CCCCCCCCCC)CI.[I-].C1(CCCC1)C([N+]1(CCC=C(C1)C1=NSN=C1OCCCCCC)C)OC(CCCCCCCCCCC)=O.C1(CCCC1)C(OC(CCCCCCCCCCC)=O)[N+]1(CCC=C(C1)C1=NSN=C1OCCCCCC)C 1-(cyclopentyl(dodecanoyloxy)methyl)-5-(4-(hexyloxy)-1,2,5-thiadiazol-3-yl)-1-methyl-1,2,3,6-tetrahydropyridin-1-ium iodide Cyclopentyliodomethyl-dodecanoate